C1(CCC1)NC(=S)NC(C(C1=NC=CC(=C1)C(F)(F)F)C1=C(C=CC=C1)F)=O N-(cyclobutylaminothiocarbonyl)-2-(2-fluorophenyl)-2-(4-(trifluoromethyl)pyridin-2-yl)acetamide